p-toluene-sulfonic acid CC1=CC=C(C=C1)S(=O)(=O)O